3-(8-chloro-1,2,3,5,6,7-hexahydro-s-indacen-4-yl)-1-[4-(hydroxymethyl)-5-methylfuran-2-ylsulfonyl]urea ClC=1C=2CCCC2C(=C2CCCC12)NC(NS(=O)(=O)C=1OC(=C(C1)CO)C)=O